C1(CC1)C=1NC(=NN1)C1CC2(CN(C2)C(=O)N2CCC(CC2)C2=NN(C3=CC=C(C=C23)C(F)(F)F)CCO)C1 [6-(5-cyclopropyl-4H-1,2,4-triazol-3-yl)-2-azaspiro[3.3]heptan-2-yl]-[4-[1-(2-hydroxyethyl)-5-(trifluoromethyl)indazol-3-yl]piperidino]methanone